N(CC=1C=CC=C2C=CC(=CC12)CC(C(=O)O)C1CNCC1)(CC=1C=CC=C2C=CC(=CC12)CC(C(=O)O)C1CNCC1)CC=1C=CC=C2C=CC(=CC12)CC(C(=O)O)C1CNCC1 3,3',3''-((nitrilotris(methylene))tris(naphthalene-8,2-diyl))tris(2-(pyrrolidin-3-yl)propanoic acid)